ClC1=CC=C(C=N1)C[N+]1=C2N(C(C=C1)=O)C=CC=C2 1-((6-chloropyridin-3-yl)methyl)-4-oxo-4H-pyrido[1,2-a]pyrimidinium